BrC1=CC=C(C=C1)C[C@@H](C(=O)O)NC(=O)OC(C)(C)C (S)-3-(4-bromophenyl)-2-((tert-butoxycarbonyl)amino)propanoic acid